ClC1=C(C=C(C=C1)[N+]=1[N-]OC(C1)=O)F (4-chloro-3-fluorophenyl)sydnone